C(=O)O.NC1=NC=2CCCCC2C2=C1N=C(N2CC(CO)(CO)C)CCCC 2-((4-amino-2-butyl-6,7,8,9-tetrahydro-1H-imidazo[4,5-c]quinolin-1-yl)methyl)-2-methylpropane-1,3-diol formate salt